(3aR,5r,6aS)-2-(5-chloropyrazin-2-yl)octahydrocyclopenta[c]pyrrol-5-ol ClC=1N=CC(=NC1)N1C[C@@H]2[C@H](C1)CC(C2)O